chromium vanadium-chromium [Cr].[V].[Cr]